CN(CCOC1=C(C=CC=C1)N1C(N(C2=C1C=CC=C2)C2CCC(CC2)C(=O)NC2=CC(=C(C=C2)C)OC)=O)C 4-{3-[2-(dimethylamino)ethoxylphenyl]-2-oxo-2,3-dihydro-1H-1,3-benzodiazol-1-yl}-N-(3-methoxy-4-methylphenyl)cyclohexane-1-carboxamide